FC(C1=CC=C(C=N1)C(=O)O)(F)F 6-(trifluoromethyl)pyridine-3-carboxylic acid